5-hydroxybutynyl-(butyl)-2'-deoxyuridine OCCC#CC=1C(NC(N([C@]2(C[C@H](O)[C@@H](CO)O2)CCCC)C1)=O)=O